12-chloropyrimido[6',1':2,3]imidazo[4,5-b][1,6]naphthyridine ClC1=C2C(=NC3=CC=NC=C13)N1C(=N2)C=CN=C1